benzyl 2-(2-aminothiazol-4-yl)piperidine-1-carboxylate NC=1SC=C(N1)C1N(CCCC1)C(=O)OCC1=CC=CC=C1